fluoro-1,4-dihydro-2,4-dioxo-3(2H)-quinazolineacetamide FN1C(N(C(C2=CC=CC=C12)=O)CC(=O)N)=O